FC=1C=C2CCN(CC2=CC1)C1=CC(=C(C(=C1)C)[N+](=O)[O-])F 6-fluoro-2-(3-fluoro-5-methyl-4-nitrophenyl)-1,2,3,4-Tetrahydroisoquinoline